CC1=CC(=C(S1)C(C(=O)O)=O)C1=CC=CC=C1 (5-methyl-3-phenylthiophen-2-yl)-2-oxoacetic acid